(S)-tert-butyl 2,2-difluoro-6-(4-(methoxycarbonyl) phenyl)-7-azaspiro[3.5]nonane-7-carboxylate FC1(CC2(C1)C[C@H](N(CC2)C(=O)OC(C)(C)C)C2=CC=C(C=C2)C(=O)OC)F